O1C(=NC2=C1C=CC=C2)C2=CN=C(C1=CN=C(C=C21)Cl)NC([2H])([2H])[2H] 4-(benzo[d]oxazol-2-yl)-6-chloro-N-(methyl-d3)-2,7-naphthyridin-1-amine